hydroxy-phenyl-hydroxy-propionate OCC(C(=O)[O-])(O)C1=CC=CC=C1